5-(((Trans-3-(3-cyclopropyl-4-(5-fluoro-3-methylpyridin-2-yl)-1H-pyrazol-1-yl)cyclobutyl)methyl)amino)-2-(2,6-dioxopiperidin-3-yl)isoindoline-1,3-dione C1(CC1)C1=NN(C=C1C1=NC=C(C=C1C)F)[C@@H]1C[C@H](C1)CNC=1C=C2C(N(C(C2=CC1)=O)C1C(NC(CC1)=O)=O)=O